tert-Butyl-(2S)-2-[4,5-dichloro-2-(4-butoxy-4,5-dihydroisoxazol-3-yl)phenoxy]propanoat C(C)(C)(C)OC([C@H](C)OC1=C(C=C(C(=C1)Cl)Cl)C1=NOCC1OCCCC)=O